C(C1=CC=CC=C1)(=O)OCCC(C(C(CCCCCCCCCCC)C(C)(C)C)O)C(C)(C)C 3,5-di-tertiary butyl-4-hydroxy-hexadecyl benzoate